ClC1CCCC=2C(=NN(C12)C1=CC(=C(C=C1)F)O[C@@H](C)C1=CC2=C(OC(O2)(F)F)C=C1)C#N 7-chloro-1-[3-[(1S)-1-(2,2-difluoro-1,3-benzodioxol-5-yl)ethoxy]-4-fluoro-phenyl]-4,5,6,7-tetrahydroindazole-3-carbonitrile